C(CC)(=O)OCC(CN1C2=NC(=NC(=C2N=C1)NC)Cl)OC(C(C)(C)C)=O (3-(2-chloro-6-methylaminopurin-9-yl)-2-(2,2-dimethyl-propionyloxy)-propyl) propionate